CN(CCN1N=CC2=CC=CC=C12)C 1-(2-(dimethylamino)ethyl)-1H-indazole